N-(4-fluoro-3-methoxy-phenyl)-3-iodo-N-(methoxymethyl)imidazo[1,2-a]pyridine-6-carboxamide FC1=C(C=C(C=C1)N(C(=O)C=1C=CC=2N(C1)C(=CN2)I)COC)OC